tert-butyl-2,2-dimethyl-3-oxopiperidine-1-carboxylate C(C)(C)(C)OC(=O)N1C(C(CCC1)=O)(C)C